N1(C=NC=C1)CC1=CC(=C2CCN(C(C2=C1)=O)C1=NC(=NC2=CC(=C(C=C12)OC)OC)C)Br 7-((1H-Imidazol-1-yl)methyl)-5-bromo-2-(6,7-dimethoxy-2-methylquinazolin-4-yl)-3,4-dihydroisoquinolin-1(2H)-one